N1N=NN=C1C1=C(C=CC=C1)C1=CC(=CC(=N1)N(CC(C)C)CC1=CC=CC=C1)NC1=CC(=C(C=C1)Cl)OC 6-(2-(1H-tetrazol-5-yl)phenyl)-N2-benzyl-N4-(4-chloro-3-methoxyphenyl)-N2-isobutylpyridine-2,4-diamine